3,5-di-butylphenol C(CCC)C=1C=C(C=C(C1)CCCC)O